C(C)(C)(C)NC(=O)C=1C=2C=CC(=NC2C=CC1)C1=CNC2=C(C(=C(C=C12)F)F)F N-(tert-Butyl)-2-(5,6,7-trifluoro-1H-indol-3-yl)quinoline-5-carboxamide